(cis)-ethyl 6-(1-((3-(tert-butoxycarbonyl)cyclobutyl)sulfonyl)piperidin-4-yl)-4-(2-chloro-3,4-difluorophenyl)-2-(thiazol-2-yl)-1,4-dihydropyrimidine-5-carboxylate C(C)(C)(C)OC(=O)[C@H]1C[C@H](C1)S(=O)(=O)N1CCC(CC1)C1=C(C(N=C(N1)C=1SC=CN1)C1=C(C(=C(C=C1)F)F)Cl)C(=O)OCC